N1CNCNC1 1,3,5-triazacyclohexane